NC1=CC(=C2NC(CC(CCC[C@](C3=NN=C(C1=N2)O3)(O)C(F)(F)F)O)(C)C)C(F)(F)F (6R)-17-amino-12,12-dimethyl-6,15-bis(trifluoromethyl)-19-oxa-3,4,13,18-tetrazatricyclo[12.3.1.12,5]nonadeca-1(18),2,4,14,16-pentaene-6,10-diol